BrC1=C(C(=O)C2C(C3=CC=CC=C3CC2)=O)C=CC=C1Br 2-(2,3-dibromobenzoyl)-3,4-dihydronaphthalen-1(2H)-one